OC1([C@@](O[C@@H]([C@H]1O)CO)(N1C=NC=2C(N)=NC=NC12)CCC(=C)C)O 6-cis-hydroxy-isopentenyl-adenosine